(S)-2-(4-(6-((4-cyano-2-fluorobenzyl)oxy)pyridin-2-yl)-2,5-difluorobenzyl)-1-(5-oxaspiro[2.4]heptan-7-yl)-1H-benzo[d]imidazole-6-carboxylic acid C(#N)C1=CC(=C(COC2=CC=CC(=N2)C2=CC(=C(CC3=NC4=C(N3[C@@H]3COCC35CC5)C=C(C=C4)C(=O)O)C=C2F)F)C=C1)F